C1(CCCCC1)CC1CC1 1-(cyclohexylmethyl)cyclopropane